CC1=CC=2N(N=C1N1CC=3C=C(C=NC3CC1)C(F)(F)F)C(C(=CN2)C=C)=O 8-Methyl-7-[3-(trifluoromethyl)-7,8-dihydro-5H-1,6-naphthyridin-6-yl]-3-vinyl-pyrimido[1,2-b]pyridazin-4-one